CN1N=CC(=C1)C1=NC2=CC=C(C=C2C(=C1)O)[N+](=O)[O-] 2-(1-methyl-1H-pyrazol-4-yl)-6-nitroquinolin-4-ol